FC(C1=NC=CC=C1NC(=O)C1CC12CCN(CC2)C(=O)OC(C(F)(F)F)C(F)(F)F)(F)F 1,1,1,3,3,3-hexafluoropropan-2-yl (+)-1-((2-(trifluoromethyl) pyridin-3-yl)carbamoyl)-6-azaspiro[2.5]octane-6-carboxylate